methoxycyclohexen COC1=CCCCC1